S1C(=NC2=C1C=CC=C2)C2=C(C=C(C=C2)OC)NC(C2=C(C(=C(C(=C2F)F)NCCCC)F)F)=O N-(2-(benzo[d]thiazol-2-yl)-5-methoxyphenyl)-4-(butylamino)-2,3,5,6-tetrafluorobenzamide